C(C)OC1=CN=CC(=N1)C1=CN=C(S1)C(=O)N1C(CN(CC1)C)C1=NC=CC(=C1)NS(=O)(=O)C1CC1 N-(2-{1-[5-(6-ethoxypyrazin-2-yl)-1,3-thiazole-2-carbonyl]-4-methylpiperazin-2-yl}pyridin-4-yl)cyclopropanesulfonamide